C1(CC1)N(C(=O)C1=C(OC=2N=CN=C(C21)NC2(CC2)C)C)CC2=C(C=CC=C2)OC N-cyclopropyl-N-[(2-methoxyphenyl)methyl]-6-methyl-4-[(1-methylcyclopropyl)amino]furo[2,3-d]pyrimidine-5-carboxamide